2-[6-amino-5-(trifluoromethoxy)pyridin-3-yl]-N-[1-(1,3,5-trimethyl-1H-pyrazol-4-yl)ethyl]-6,7-dihydrospiro[pyrazolo[5,1-c][1,4]oxazine-4,3'-pyrrolidine]-1'-carboxamide NC1=C(C=C(C=N1)C1=NN2C(=C1)C1(CN(CC1)C(=O)NC(C)C=1C(=NN(C1C)C)C)OCC2)OC(F)(F)F